3-(1-acryloylazetidin-3-yl)-7-amino-1-(4-(2-fluorophenoxy)phenyl)-1,5-dihydro-4H-pyrrolo[2,3-d]pyridazin-4-one C(C=C)(=O)N1CC(C1)C1=CN(C=2C(=NNC(C21)=O)N)C2=CC=C(C=C2)OC2=C(C=CC=C2)F